C(C)(=O)ON=C(C(C)C)C=1C=C2C=3C=C(C=CC3N(C2=CC1)CC)C=CC(=O)C1=C(C=CC=C1)C 3-(6-(1-(Acetoxyimino)-2-methylpropyl)-9-ethyl-9H-carbazol-3-yl)-1-(o-tolyl)prop-2-en-1-one